N-[3-[(5-chloro-1H-pyrrolo[2,3-b]pyridin-3-yl)carbonyl]-2,4-difluorophenyl]-1-propanesulfonamide CCCS(=O)(=O)NC1=C(C(=C(C=C1)F)C(=O)C2=CNC3=C2C=C(C=N3)Cl)F